bis(methylsulfanyl)methylidenecyanamide CSC(SC)=NC#N